O=C1NC(CCC1N1C(C2=CC=C(C=C2C1=O)N1CCN(CC1)C(CCCCC(=O)O)C)=O)=O 6-(4-(2-(2,6-dioxopiperidin-3-yl)-1,3-dioxoisoindolin-5-yl)piperazin-1-yl)heptanoic acid